dioctadecyldisulfide C(CCCCCCCCCCCCCCCCC)SSCCCCCCCCCCCCCCCCCC